C(CCCCCCCCCCCCCCCCCCCCCCCCCCC)(=O)OCCO ethylene glycol montanate